2-[[1-(2,5-difluoro-3-pyridyl)cyclopropanecarbonyl]amino]-4-[[3-fluoro-2-methoxy-propyl]-[4-(5,6,7,8-tetrahydro-1,8-naphthyridin-2-yl)butyl]amino]butanoic acid FC1=NC=C(C=C1C1(CC1)C(=O)NC(C(=O)O)CCN(CCCCC1=NC=2NCCCC2C=C1)CC(CF)OC)F